1-(2-(4-trifluoromethylbenzyl-(propargyl)amino)ethyl)-2-methyl-3-hydroxypyridin FC(C1=CC=C(CN(CCN2C(C(=CC=C2)O)C)CC#C)C=C1)(F)F